FC1=C(C=CC=C1)C#CC1=CC=C(C(=O)NCC2(CCC2)O)C=C1 4-((2-fluorophenyl)ethynyl)-N-((1-hydroxycyclobutyl)methyl)benzamide